[Ir+3].C1(=CC=C(C=C1)C1=NC=CC=C1)C 2-(p-tolyl)pyridine iridium (III)